FC=1C=C(CC2C(N(CCC2)C=2NC(=C(N2)I)I)=O)C=CC1F 3-(3,4-Difluorobenzyl)-1-(4,5-diiodo-1H-imidazol-2-yl)piperidin-2-one